NC1=NN(C=C1C=1C=C2CCNC(C2=CC1)=O)C=1C=C(C=CC1)NC(C#CCC)=O N-(3-(3-amino-4-(1-oxo-1,2,3,4-tetrahydroisoquinolin-6-yl)-1H-pyrazol-1-yl)phenyl)pent-2-ynamide